C1(CC1)C1=NC=NC(=C1C=1N=C(C2=C(N1)C=CN2)C(F)(F)F)OC 2-(4-cyclopropyl-6-methoxy-pyrimidin-5-yl)-4-(trifluoromethyl)-5H-pyrrolo[3,2-d]pyrimidine